4-[[(2R,3S,4S,5S)-3-[2-[(3,3-Difluorocyclobutyl)methoxy]-3,4-difluoro-phenyl]-4,5-dimethyl-5-(trifluoromethyl)tetrahydrofuran-2-carbonyl]amino]pyridin-2-carboxamid FC1(CC(C1)COC1=C(C=CC(=C1F)F)[C@H]1[C@@H](O[C@@]([C@H]1C)(C(F)(F)F)C)C(=O)NC1=CC(=NC=C1)C(=O)N)F